(2R)-2-(6-{5-Chloro-2-[(oxan-4-yl)amino]pyrimidin-4-yl}-1-oxo-2,3-dihydro-1H-isoindol-2-yl)-N-[(1S)-1-[6-(4-ethylpiperazin-1-yl)pyridin-2-yl]-2-hydroxyethyl]propanamid ClC=1C(=NC(=NC1)NC1CCOCC1)C1=CC=C2CN(C(C2=C1)=O)[C@@H](C(=O)N[C@H](CO)C1=NC(=CC=C1)N1CCN(CC1)CC)C